6-Hydroxy-4-(1-(tetrahydro-2H-pyran-2-yl)-1H-pyrazol-4-yl)pyrazolo[1,5-a]pyridine OC=1C=C(C=2N(C1)N=CC2)C=2C=NN(C2)C2OCCCC2